CC1=NN=C2N1C=1C(=C(C3=C(C1NC2(C)C)CCO3)C=3C=CC=C2C(=CNC32)C)C 3,5,11,11-tetramethyl-6-(3-methyl-1H-indol-7-yl)-8,9,10,11-tetrahydrofuro[3,2-f][1,2,4]triazolo[4,3-a]quinoxaline